bis(dicyclohexylphosphino)ferrocene palladium dichloride [Pd](Cl)Cl.C1(CCCCC1)P(C1CCCCC1)[C-]1C=CC=C1.[C-]1(C=CC=C1)P(C1CCCCC1)C1CCCCC1.[Fe+2]